O[C@@H]1[C@H](CCCC1)N1N=CC=C1C1=CC=C(C=C1)[C@@H]1CC[C@H](CC1)OC=1N=NNC1C(=O)O 4-(((trans)-4-(4-(1-((1S,2S)-2-hydroxycyclohexyl)-1H-pyrazol-5-yl)phenyl)cyclohexyl)oxy)-1H-1,2,3-triazole-5-carboxylic acid